butyl 2-(2-(2-azabicyclo[2.2.1]heptan-2-yl)-5-((l-1-(dibenzo[b,d]furan-2-yl)ethyl)amino)-6-oxopyrimidin-1(6H)-yl)acetate C12N(CC(CC1)C2)C=2N(C(C(=CN2)NC(C)C2=CC1=C(OC3=C1C=CC=C3)C=C2)=O)CC(=O)OCCCC